tin phosphorus sulfide [P]=S.[Sn]